O[C@H](CNC(C1=CC=C(C=C1)C(=O)N1C2COCC1CCC2)=O)[C@H]2N(CC1=CC(=CC=C1C2)OCC2=CN=CO2)C(=O)OC(C)(C)C tert-butyl (3S)-3-[(1R)-1-hydroxy-2-[[4-(3-oxa-9-azabicyclo[3.3.1]nonane-9-carbonyl)benzoyl]amino]ethyl]-7-(oxazol-5-ylmethoxy)-3,4-dihydro-1H-isoquinoline-2-carboxylate